5-chloro-N-[3-[2-(4-fluoroanilino)-1-methyl-2-oxo-ethyl]-1-bicyclo[1.1.1]pentanyl]pyrazine-2-carboxamide ClC=1N=CC(=NC1)C(=O)NC12CC(C1)(C2)C(C(=O)NC2=CC=C(C=C2)F)C